N-(2,2-difluoro-3-(4-fluorophenyl)-3-hydroxypropyl)-4-fluoro-2-methylbenzamide FC(CNC(C1=C(C=C(C=C1)F)C)=O)(C(O)C1=CC=C(C=C1)F)F